amino-4-(5-methylfuran-2-yl)-8-(2-(4-phenylpiperazin-1-yl)ethyl)pteridine NC1=NC=2N(CC=NC2C(=N1)C=1OC(=CC1)C)CCN1CCN(CC1)C1=CC=CC=C1